C(CC)[C@H]1CC[C@H](CC1)NC(C1=CC(=CC(=C1)NC(=O)[C@@H]1CC[C@@H](CC1)C(C)(C)C)NC(=O)[C@@H]1CC[C@@H](CC1)C(C)(C)C)=O N-(cis-4-n-propylcyclohexyl)-3,5-bis-[cis-4-tert-butylcyclohexylcarbonylamino]-benzamide